FC1=C(C=C(C2=CC=CC=C12)C1=C(C(=NC=2[C@H]3[C@@H](CCC12)C3)N3CC1(CN(C1)C(C=C)=O)CC3)C#N)O (P)-(6aS,7aR)-4-(4-fluoro-3-hydroxy-1-naphthalenyl)-2-(2-(2-propenoyl)-2,6-diazaspiro[3.4]octan-6-yl)-6,6a,7,7a-tetrahydro-5H-cyclopropa[h]quinoline-3-carbonitrile